N[C@@](CN1CC2=NC(=CC=C2C1=O)C=1C=NNC1)(CC(C)C)C (R)-6-(2-amino-2,4-dimethylpentyl)-2-(1H-pyrazol-4-yl)-6,7-dihydro-5H-pyrrolo[3,4-b]pyridin-5-one